C1(CCCCC1)C(S(=O)(=O)C1=CC=C(C)C=C1)[N+]#[C-] 1-CYCLOHEXYL-1-TOSYLMETHYL ISOCYANIDE